N1=C2N(C=C1C1=CN(C3=CC=C(C=C13)S(=O)(=O)NC)C1=CC=C(C=C1)C(F)(F)F)CCC2 3-(6,7-dihydro-5H-pyrrolo[1,2-a]imidazol-2-yl)-N-methyl-1-(4-(trifluoromethyl)phenyl)-1H-indole-5-sulfonamide